N1=NC(=NN=C1)C1=CC=C(CNC(C2=C(N=CC=C2)F)=O)C=C1 N-(4-(1,2,4,5-tetrazin-3-yl)benzyl)-2-fluoronicotinamide